heneicosyl alcohol C(CCCCCCCCCCCCCCCCCCCC)O